Methyl 4-[(4-Fluoro-1-butyl)amino]-1-methyl-1H-pyrazole-3-carboxylate FCCCCNC=1C(=NN(C1)C)C(=O)OC